tert-Butyl 3-{3-[1-(4-amino-3-bromo-1H-pyrazolo[3,4-d]pyrimidin-1-yl)ethyl]-5-chloro-2-methoxy-6-methylphenyl}azetidine-1-carboxylate NC1=C2C(=NC=N1)N(N=C2Br)C(C)C=2C(=C(C(=C(C2)Cl)C)C2CN(C2)C(=O)OC(C)(C)C)OC